ClC=1C=C(C=2N(N1)C(=CC2)Cl)NCC=2SC=CN2 2,7-dichloro-N-(thiazol-2-ylmethyl)pyrrolo[1,2-b]pyridazin-4-amine